5-(3-isopropyl-5-(1-(oxetan-3-yl)piperidin-4-yl)-1H-indol-2-yl)-7-methylbenzo[d]oxazol-2(3H)-one C(C)(C)C1=C(NC2=CC=C(C=C12)C1CCN(CC1)C1COC1)C=1C=C(C2=C(NC(O2)=O)C1)C